FC(C[C@H](C)NC(O[C@H]1C[C@H](CC1)C=1C=NC(=NC1)F)=O)(F)F |&1:8,10| rac-(1R,3S)-3-(2-fluoropyrimidin-5-yl)cyclopentyl ((S)-4,4,4-trifluorobutan-2-yl)carbamate